(tert-butyl-dimethyl-silane) oxygen [O].C(C)(C)(C)[SiH](C)C